benzyl 6-[2-[4-[3-[3-(3-amino-6-chloro-pyridazin-4-yl)-3,8-diazabicyclo[3.2.1]octan-8-yl]phenoxy]cyclohexyl]acetyl]-2,6-diazaspiro[3.3]heptane-2-carboxylate NC=1N=NC(=CC1N1CC2CCC(C1)N2C=2C=C(OC1CCC(CC1)CC(=O)N1CC3(CN(C3)C(=O)OCC3=CC=CC=C3)C1)C=CC2)Cl